N1CCC(CC1)CN1CCC(CC1)CC1=CC=2N(C=C1)N=CC2N2C(NC(CC2)=O)=O 1-(5-((1-(piperidin-4-ylmethyl)piperidin-4-yl)methyl)pyrazolo[1,5-a]pyridin-3-yl)dihydropyrimidine-2,4(1H,3H)-dione